(S)-N-benzyl-2-(2,5-dioxo-2,5-dihydro-1H-pyrrol-4-yl)propanamide C(C1=CC=CC=C1)NC([C@@H](C)C1=CC(NC1=O)=O)=O